2-(6-chloro-3-indolyl)-cyclohexanone ClC1=CC=C2C(=CNC2=C1)C1C(CCCC1)=O